C(CC(O)(C(=O)OCCCCCCC)CC(=O)OCCCCCCC)(=O)OCCCCCCC tri(n-heptyl) citrate